N-[2-[cyclopropyl-[1-(3-ethynyl-2-fluorophenyl)ethyl]amino]ethyl]carbamic acid tert-butyl ester C(C)(C)(C)OC(NCCN(C(C)C1=C(C(=CC=C1)C#C)F)C1CC1)=O